ClC1=NC(=CC(=N1)C1=CC=C(C=C1)OC)C(F)(F)F 2-chloro-4-(4-methoxyphenyl)-6-(trifluoromethyl)pyrimidine